FC(C1=CC=CC(=N1)N1CCN(CC1)C(=O)C1(CC1)NC1=CC=C(C#N)C=C1)(F)F 4-((1-(4-(6-(trifluoromethyl)pyridin-2-yl)piperazine-1-carbonyl)cyclopropyl)amino)benzonitrile